(S)-5-(difluoromethyl)morpholin-3-one FC([C@@H]1COCC(N1)=O)F